N-((S)-(4,4-difluorocyclohexyl)(2-(((3R,5R)-2-oxo-5-(trifluoromethyl)piperidin-3-yl)methyl)imidazo[1,2-b][1,2,4]triazin-6-yl)methyl)-4-ethyl-1,2,5-oxadiazole-3-carboxamide FC1(CCC(CC1)[C@H](NC(=O)C1=NON=C1CC)C=1N=C2N(N=C(C=N2)C[C@@H]2C(NC[C@@H](C2)C(F)(F)F)=O)C1)F